N-[6-(2-chloro-5-fluorophenyl)-3-(2,2-difluoroethyl)-6-hydroxy-2-methyl-8-oxo-7,8-dihydro-6H-pyrrolo[4,3-g]indazol-5-yl]-6-fluoro-1-oxo-1λ4-benzothiophene-3-carboxamide ClC1=C(C=C(C=C1)F)C1(NC(C2=C1C(=CC1=C(N(N=C21)C)CC(F)F)NC(=O)C2=CS(C1=C2C=CC(=C1)F)=O)=O)O